N1(CCOCC1)CCCC(=O)N 4-(morpholine-4-yl)butanamide